(6-bromoimidazo[1,5-a]pyridin-5-yl)-3-(4-cyanophenyl)urea BrC=1C=CC=2N(C1NC(=O)NC1=CC=C(C=C1)C#N)C=NC2